NC1=NC(=NN1)N diamino-1,2,4-Triazole